tert-butyl ((S)-1-((3-(4'-(4-aminobutyl)-[1,1'-biphenyl]-4-yl)propyl)amino)-6-(bis((2S,3R,4R,5R)-2,3,4,5,6-pentahydroxyhexyl)amino)-1-oxohexan-2-yl)carbamate NCCCCC1=CC=C(C=C1)C1=CC=C(C=C1)CCCNC([C@H](CCCCN(C[C@@H]([C@H]([C@@H]([C@@H](CO)O)O)O)O)C[C@@H]([C@H]([C@@H]([C@@H](CO)O)O)O)O)NC(OC(C)(C)C)=O)=O